5,5-dimethylbipyridine CC1(CC=C(N=C1)C2=CC=CC=N2)C